(4'-tert-butylphenyl)-3-(4'-methoxyphenyl)-1,3-propanedione C(C)(C)(C)C1=CC=C(C=C1)C(CC(=O)C1=CC=C(C=C1)OC)=O